Cl.NCC=1C=NN(C1)CC1=CC2=C(C(=NO2)NS(=O)(=O)C=2C=C(C=C3C=CC=NC23)C)C(=C1)OC N-(6-((4-(aminomethyl)-1H-pyrazol-1-yl)methyl)-4-methoxybenzo[d]isoxazol-3-yl)-6-methylquinoline-8-sulfonamide hydrochloride